p-butyl-phenylboronic acid C(CCC)C1=CC=C(C=C1)B(O)O